[Ag+].[N-](S(=O)(=O)C(F)(F)F)S(=O)(=O)C(F)(F)F bis(trifluoromethanesulfonyl)imide silver salt